[Cl-].[Cl-].C[Zr](C1C=C(C2=CC(=CC=C12)C)C)([SiH]1C=CC=C1)C dimethylsilacyclopentadienyl-(3,5-dimethylindenyl)zirconium dichloride